ethyl 4-[5-[3-[2-[4-[(1S)-2-amino-1-methyl-ethoxy]-4-oxo-butanoyl]-4-fluoro-6-methoxy-isoindolin-5-yl] oxypropoxy]-4-fluoro-6-methoxy-isoindolin-2-yl]-4-oxo-butanoate NC[C@@H](OC(CCC(=O)N1CC2=CC(=C(C(=C2C1)F)OCCCOC=1C(=C2CN(CC2=CC1OC)C(CCC(=O)OCC)=O)F)OC)=O)C